3-(5-(4-(chloromethyl)-3-fluoropyridin-2-yl)-1-oxoisoindolin-2-yl)piperidine-2,6-dione HCl Cl.ClCC1=C(C(=NC=C1)C=1C=C2CN(C(C2=CC1)=O)C1C(NC(CC1)=O)=O)F